3-methoxy-N-[2-(pyridin-3-yl)-1,3-benzoxazol-5-yl]pyridine-2-carboxamide COC=1C(=NC=CC1)C(=O)NC=1C=CC2=C(N=C(O2)C=2C=NC=CC2)C1